2-butyl-1-(4-methoxybenzyl)-7-(2-methoxyethoxy)-1H-imidazo[4,5-d]pyridazin-4-amine C(CCC)C1=NC=2C(=C(N=NC2N)OCCOC)N1CC1=CC=C(C=C1)OC